[N+](=O)([O-])C=1C=C(C=CC1NC[C@@H]1CN(CC1)C1COC1)S(=O)(=O)NC(C1=C(C=CC=C1)OC=1C=C2C(=NC1)NC=C2)=O N-{[3-nitro-4-({[(3R)-1-oxetan-3-ylpyrrolidin-3-yl]methyl}amino)phenyl]sulfonyl}-2-(1H-pyrrolo[2,3-b]pyridin-5-yloxy)benzamide